COC1=CC=C(C=C1)C1=CC=CC=C1 4-methoxy-1,1-biphenyl